4-[5-(trifluoromethyl)pyridin-2-yl]-1,4-diazacycloheptane-1-carboxamide FC(C=1C=CC(=NC1)N1CCN(CCC1)C(=O)N)(F)F